CC(CC(=O)O)O DL-β-hydroxybutyric acid